C(CCCCCCC)C1(C2=CC=CC=C2C=2C=CC=CC12)CCCCCCCC 9,9-di-n-octylfluorene